[Na+].C1(=CC=CC=C1)CC(C(=O)[O-])=O phenylpyruvic acid sodium salt